2-methylpropan-2-carbamic acid tert-butyl ester C(C)(C)(C)OC(NC(C)(C)C)=O